C(C1=CC=CC=C1)O[C@@H]1[C@H](N(C[C@H]([C@H]1OCC1=CC=CC=C1)OCC1=CC=CC=C1)C(C)=O)COCC1=CC=CC=C1 [(2R,3R,4R,5R)-3,4,5-tribenzyloxy-2-(benzyloxymethyl)-1-piperidyl]ethanone